N1(N=CC=C1)CC=1C=CC(=NC1OC)C(=O)N[S@@](=O)(=N)C1=C(C=CC=C1F)F (S)-5-((1H-pyrazol-1-yl)methyl)-N-(2,6-difluorophenylsulfonimidoyl)-6-methoxypicolinamide